C1(=CC(=CC=C1)CNCC1=CC(=NC=C1)N1CCCCC1)C 1-(m-tolyl)-N-[[2-(1-piperidyl)-4-pyridyl]methyl]methanamine